F[C@H]1CN(CC[C@H]1NC1=C2C=C(N(C2=CC=C1)CC(F)(F)F)C#CCNC1=C(C=C(C=C1)S(=O)(=O)N)OC)C 4-{[3-(4-{[(3S,4R)-3-fluoro-1-methylpiperidin-4-yl]amino}-1-(2,2,2-trifluoroethyl)-1H-indol-2-yl)prop-2-yn-1-yl]amino}-3-methoxybenzene-1-sulfonamide